C(C)C1=CC(=C(C=C1)NC(=O)NC1=CNC2=CC=CC=C12)[2H] 1-(4-ethylphenyl-2-d)-3-(1H-indol-3-yl)urea